methyl 2-((4-(4-((4-chloro-2-fluorobenzofuran-7-yl) methoxy)-5-fluoropyrimidin-2-yl) cyclohex-3-en-1-yl) methyl)-1-(((S)-oxetan-2-yl) methyl)-1H-thieno[2,3-d]imidazole-5-carboxylate ClC1=CC=C(C2=C1C=C(O2)F)COC2=NC(=NC=C2F)C2=CCC(CC2)CC=2N(C1=C(N2)SC(=C1)C(=O)OC)C[C@H]1OCC1